[Sn].C(CCC)C(=C(OCC)CCCC)CCCC tri-n-butyl-(1-ethoxyethylene) tin